ClCCOCCOCCOCCOCCO 14-chloro-3,6,9,12-tetraoxatetradecan-1-ol